N-(2-hydroxyethyl)-3-(3-(3-trifluoromethylphenyl)ureido)-2,3,4,9-tetrahydro-1H-carbazole-5-carboxamide OCCNC(=O)C=1C=2C=3CC(CCC3NC2C=CC1)NC(=O)NC1=CC(=CC=C1)C(F)(F)F